C(#N)C1CC(C1)C(=O)N(C)C (1r,3r)-3-cyano-N,N-dimethylcyclobutane-1-carboxamide